4-(3-chloro-4-fluoroanilino)-7-methoxy-6-aminoquinazoline ClC=1C=C(NC2=NC=NC3=CC(=C(C=C23)N)OC)C=CC1F